4-(3-(8-Chloro-4-oxo-3,4-dihydro-quinazolin-2-yl)pyrrolidin-1-yl)-N-methylpyridineamide ClC=1C=CC=C2C(NC(=NC12)C1CN(CC1)C1=CC(=NC=C1)C(=O)NC)=O